ClC1=C(C=CC=C1)[C@H](CC)N1N=CC(=C1)C(F)(F)F (1S,2S)-1-(2-chlorophenyl)-1-(4-(trifluoromethyl)-1H-pyrazol-1-yl)propan